3-sulfopropyl-methacryloxyethyl-dimethylammonium S(=O)(=O)(O)CCC[N+](C)(C)CCOC(C(=C)C)=O